ClC1=CC(=CC(=N1)C(=O)N)OC 6-chloro-4-methoxypicolinic acid, amide